[N+](=O)([O-])O[C@@H](C(=O)O)C |r| rac.-2-O-nitrolactic acid